N-((R)-4-(dimethylamino)-4-oxobutan-2-yl)-8-(4-(trifluoromethyl)cyclohex-1-en-1-yl)quinoline-3-carboxamide CN(C(C[C@@H](C)NC(=O)C=1C=NC2=C(C=CC=C2C1)C1=CCC(CC1)C(F)(F)F)=O)C